2-(4-cyclopropyl-6-methoxypyrimidin-5-yl)-6-(1-methylpiperidin-4-yl)pyrido[2,3-d]pyrimidin-7-one C1(CC1)C1=NC=NC(=C1C=1N=CC=2C(N1)=NC(C(C2)C2CCN(CC2)C)=O)OC